ethoxy-2-methoxy-[1,1'-biphenyl] C(C)OC=1C(=C(C=CC1)C1=CC=CC=C1)OC